methyl 3-bromo-2-(1-ethoxy-2-methyl-1-oxopropan-2-yl)-5-methylbenzoate BrC=1C(=C(C(=O)OC)C=C(C1)C)C(C(=O)OCC)(C)C